2-((1-(1H-pyrazol-5-yl)ethyl)amino)ethan-1-ol N1N=CC=C1C(C)NCCO